[Fe].[Zn] Zinc-iron